ethyl 2-(4,4-dimethylisochroman-5-yl)-2-(3-(5-(5,6,7,8-tetrahydro-1,8-naphthyridin-2-yl)pentyloxy)azetidin-1-yl)acetate CC1(COCC2=CC=CC(=C12)C(C(=O)OCC)N1CC(C1)OCCCCCC1=NC=2NCCCC2C=C1)C